C1(CCCCCC1)NC(=O)C1=CC(=CC(=C1)C(=O)NC1CCCCCC1)C(=O)NC1CCCCCC1 N1,N3,N5-tricycloheptylbenzene-1,3,5-tricarboxamide